5-bromo-2-[(1R,4S,6R)-4-hydroxy-6-isopropenyl-3-methyl-cyclohex-2-en-1-yl]benzene-1,3-diol BrC=1C=C(C(=C(C1)O)[C@@H]1C=C([C@H](C[C@H]1C(=C)C)O)C)O